BrC=1C(=C2C=3C(=NC=NC3C1)N([C@H](CO2)CC#N)C)Cl (S)-2-(9-bromo-8-chloro-4-methyl-5,6-dihydro-4H-[1,4]oxazepino[5,6,7-de]quinazolin-5-yl)acetonitrile